C1CCN(C1)CC2=NC3=CC=CC=C3N2CC4=CC=C(C=C4)Cl The molecule is a member of the class of benzimidazoles that is 1H-benzimidazole substituted by a pyrrolidin-1-ylmethyl and a 4-chlorobenzyl groups at positions 2 and 1 respectively. It has a role as a histamine antagonist. It is a member of pyrrolidines, a member of benzimidazoles and a member of monochlorobenzenes. It is a conjugate base of a clemizole(1+). It derives from a hydride of a 1H-benzimidazole.